4-(2-chlorophenyl)-1-(pyrrolidin-1-yl)-6-(trifluoromethyl)-3H-pyrido[1,2-c]pyrimidin-3-one ClC1=C(C=CC=C1)C1=C2N(C(=NC1=O)N1CCCC1)C=CC(=C2)C(F)(F)F